FC1=CC=C2NC=3CC(CC(C3C(C2=C1)=O)=O)C1=CC=C(C=C1)OC1=CC=C(C=C1)OC(F)(F)F 7-fluoro-3-(4-(4-(trifluoromethoxy)phenoxy)phenyl)-3,4-dihydroacridine-1,9(2H,10H)-dione